C(C1=CC=CC=C1)N(C(C(CC)(C)C)=O)OC(=O)[C@H]1N(CCC1)C(=O)OC(C)(C)C tert-butyl (S)-2-(((N-benzyl-2,2-dimethylbutanamido)oxy)carbonyl)pyrrolidine-1-carboxylate